OC1C(CCC1)NC(OC(C)(C)C)=O.[O].[Ti].[Sr] strontium-titanium oxygen tert-butyl (2-hydroxycyclopentyl)carbamate